[(2-chloro-1,3-thiazol-5-yl) methyl]-4-oxo-3-phenyl-4H-pyrido[1,2-a]pyrimidine-1-ium-2-olate ClC=1SC(=CN1)C[N+]1=C2N(C(C(=C1[O-])C1=CC=CC=C1)=O)C=CC=C2